fluoro-1,12-dodecanediol FC(CCCCCCCCCCCO)O